8-[1-(2-bromo-4-fluoro-anilino)ethyl]-6-methyl-2-tetrahydropyran-4-yl-chromen-4-one BrC1=C(NC(C)C=2C=C(C=C3C(C=C(OC23)C2CCOCC2)=O)C)C=CC(=C1)F